2-[[6-[3-(Difluoromethyl)-4-fluoro-phenyl]pyrazolo[4,3-b]pyridin-1-yl]methyl]-1,3,4-thiadiazole FC(C=1C=C(C=CC1F)C=1C=C2C(=NC1)C=NN2CC=2SC=NN2)F